N-(1-(1-methylpiperidin-4-yl)-1H-pyrazol-4-yl)-3-(quinazolin-6-yl)-1H-pyrrolo[2,3-b]pyridine-5-carboxamide CN1CCC(CC1)N1N=CC(=C1)NC(=O)C=1C=C2C(=NC1)NC=C2C=2C=C1C=NC=NC1=CC2